1-cyclopropyl-6-fluoro-1,4-dihydro-7-(2-oxa-8-azaspiro[4.5]dec-8-yl)-4-oxo-3-quinolinecarboxylic acid C1(CC1)N1C=C(C(C2=CC(=C(C=C12)N1CCC2(CCOC2)CC1)F)=O)C(=O)O